erucyl pentatriacontanoate C(CCCCCCCCCCCCCCCCCCCCCCCCCCCCCCCCCC)(=O)OCCCCCCCCCCCC\C=C/CCCCCCCC